tert-butyl 4-(4-fluoroanilino)-3-methyl-piperidine-1-carboxylate FC1=CC=C(NC2C(CN(CC2)C(=O)OC(C)(C)C)C)C=C1